[Li]CC[Li] 1,2-dilithioethane